5-chloro-N-[(2S)-1-({(1S)-1-cyano-2-[(3S)-2-oxopyrrolidin-3-yl]ethyl}amino)-4,4-dimethyl-1-oxopentan-2-yl]-3-methyl-1H-indole-2-carboxamide ClC=1C=C2C(=C(NC2=CC1)C(=O)N[C@H](C(=O)N[C@@H](C[C@H]1C(NCC1)=O)C#N)CC(C)(C)C)C